6-((1-((4-chloro-1-methyl-1H-pyrazol-5-yl)methyl)-3-oxoisoindolin-2-yl)methyl)benzo[d]oxazol-2(3H)-one ClC=1C=NN(C1CC1N(C(C2=CC=CC=C12)=O)CC1=CC2=C(NC(O2)=O)C=C1)C